3-[[(1R)-1-[3,6-Dimethyl-4-oxo-2-(3-pyridyl)-chromen-8-yl]ethyl]-amino]pyridine-2-carboxylic acid CC1=C(OC2=C(C=C(C=C2C1=O)C)[C@@H](C)NC=1C(=NC=CC1)C(=O)O)C=1C=NC=CC1